ClC1=C(C=C(C=C1)O)C 4-chloro-3-methylphenol